C(C)(=O)C1=NN(C2=CC=C(C=C12)C=1C=NC(N(C1)C)=O)CC(=O)N1[C@@H](C[C@H](C1)F)C(=O)NC1=NC(=CC=C1)Br (2S,4R)-1-(2-(3-acetyl-5-(1-methyl-2-oxo-1,2-dihydropyrimidin-5-yl)-1H-indazol-1-yl)acetyl)-N-(6-bromopyridin-2-yl)-4-fluoropyrrolidine-2-carboxamide